C(C=C(C)C)(=O)OCCCC butyl senecioate